tert-butyl 2-chloro-1-fluoro-5-(hydroxymethyl)-12-(methylthio)-5a,6,7,8,9,10-hexahydro-5H-4-oxa-3,10a,11,13,14-pentaaza-6,9-methanonaphtho[1,8-ab]heptalene-14-carboxylate ClC=1C(=C2N=C(N=C3C2=C(OC(C2C4CCC(CN32)N4C(=O)OC(C)(C)C)CO)N1)SC)F